O=C1N(C(C=C1)=O)CCOCC=O [2-(2,5-dioxo-2,5-dihydro-1H-pyrrol-1-yl)ethoxy]acetaldehyde